C1(CC1)C1=NC(=NO1)C1=CC=C(C(=O)O)C=C1 4-(5-cyclopropyl-1,2,4-oxadiazol-3-yl)benzoic acid